N,N-dimethyl-2,6-diethylpiperidinium C[N+]1(C(CCCC1CC)CC)C